3-Mercaptopropan-1-Sulfonat SCCCS(=O)(=O)[O-]